C1(CC1)C1=NC(=CC(=C1)C1=C(C=C(C#N)C=C1)C1=NN=CN1C)N1C(C2=CC(=CC=C2C1)COCCOC)=O 4-(2-cyclopropyl-6-(6-((2-methoxyethoxy)methyl)-1-oxoisoindolin-2-yl)pyridin-4-yl)-3-(4-methyl-4H-1,2,4-triazol-3-yl)benzonitrile